2-ethyl-5,8-difluoro-3-((5-fluoro-4-methylpyridin-2-yl)methyl)naphthalene-1,4-dione C(C)C=1C(C2=C(C=CC(=C2C(C1CC1=NC=C(C(=C1)C)F)=O)F)F)=O